3-[2-(1,3-Benzodioxol-5-yl)ethyl]-6-(biphenyl-4-yl)-7H-[1,2,4]triazolo[3,4-b][1,3,4]thiadiazin O1COC2=C1C=CC(=C2)CCC2=NN=C1SCC(=NN12)C1=CC=C(C=C1)C1=CC=CC=C1